(1R)-1-(2-(azidomethyl)-2-(((tert-butyldimethylsilyl)oxy)methyl)-5-fluoro-2,3-dihydrobenzofuran-7-yl)ethan-1-amine N(=[N+]=[N-])CC1(OC2=C(C1)C=C(C=C2[C@@H](C)N)F)CO[Si](C)(C)C(C)(C)C